2-(1-(bicyclo[1.1.1]pentan-1-yl)-1H-pyrazol-4-yl)-7-chlorofuro[3,2-b]pyridine C12(CC(C1)C2)N2N=CC(=C2)C2=CC1=NC=CC(=C1O2)Cl